ClC1=NC=C2C(=N1)N(N=C2)C(C)C2CC2 6-chloro-1-(1-cyclopropylethyl)-1H-pyrazolo[3,4-d]pyrimidine